C(C)C1=CC=C(C(=N1)C=1C(=NN2C1N=CC=C2)C(F)(F)F)S(=O)(=O)CC (6-ethyl-3-(ethylsulfonyl)pyridin-2-yl)-2-(trifluoromethyl)pyrazolo[1,5-a]Pyrimidine